COC1=CC=2N(C=C1C(C)(C)O)C(=CN2)C2=NC(=CC=C2)N[C@H]2CNC[C@@H]2C 2-(7-methoxy-3-(6-(((3R,4S)-4-methylpyrrolidin-3-yl)amino)pyridin-2-yl)imidazo[1,2-a]pyridin-6-yl)propan-2-ol